N-(2-((7-(2,6-dichloro-3,5-dimethoxyphenyl)-5-((tetrahydro-2H-pyran-4-yl)amino)-2,6-naphthyridin-3-yl)amino)-3-methylphenyl)acrylamide ClC1=C(C(=C(C=C1OC)OC)Cl)C1=NC(=C2C=C(N=CC2=C1)NC1=C(C=CC=C1C)NC(C=C)=O)NC1CCOCC1